1-(4-(piperidin-4-yl)piperazin-1-yl)ethanone N1CCC(CC1)N1CCN(CC1)C(C)=O